FC(C=1C=CN=C2C=C(C=NC12)OC)C=1C=NC(=C(C1)OC)OCC1=NC=C(C=C1)OC 8-[fluoro-[5-methoxy-6-[(5-methoxy-2-pyridyl)methoxy]-3-pyridyl]methyl]-3-methoxy-1,5-naphthyridine